BrC=1SC(=CN1)C(=O)NNC(C(F)F)=O 2-bromo-N'-(2,2-difluoroacetyl)-1,3-thiazole-5-carbohydrazide